ClC1=CC(=NC(=N1)C)NC(=O)[C@@H]1[C@H](C1)C1=NC=CC(=N1)C (1S,2S)-N-(6-chloro-2-methylpyrimidin-4-yl)-2-(4-methylpyrimidin-2-yl)cyclopropane-1-carboxamide